1-(4-fluorophenyl)-3(R)-[3(S)-(4-fluorophenyl)-3-hydroxypropyl]-4(S)-[4-(phenylmethoxy)phenyl]-2-azetidinone FC1=CC=C(C=C1)N1C([C@@H]([C@H]1C1=CC=C(C=C1)OCC1=CC=CC=C1)CC[C@H](O)C1=CC=C(C=C1)F)=O